C12(CC3CC(CC(C1)C3)C2)NC=2NC(/C(/N2)=C/C2=CC3=C(NC=N3)C=C2)=O (4Z)-2-(1-Adamantylamino)-4-(1H-benzimidazol-5-ylmethylene)-1H-imidazol-5-one